2-(2-(Benzo[d]thiazol-5-yl)-5-(trifluoromethyl)piperidin-1-yl)-2-oxoacetic acid S1C=NC2=C1C=CC(=C2)C2N(CC(CC2)C(F)(F)F)C(C(=O)O)=O